3-((12-(pyridin-3-yl)dodec-11-yn-1-yl)oxy)propyl hydrogen ((((R)-1-(6-amino-9H-purin-9-yl)propan-2-yl)oxy)methyl)phosphonate NC1=C2N=CN(C2=NC=N1)C[C@@H](C)OCP(OCCCOCCCCCCCCCCC#CC=1C=NC=CC1)(O)=O